1-(2-aminoethyl)-4-[(4-methoxyphenyl)thiomethyl]-1H-1,2,3-triazole NCCN1N=NC(=C1)CSC1=CC=C(C=C1)OC